[C].N1=NN=NC=C1 tetrazine carbon